C(C1=CC=CC=C1)N1[C@H](C[C@H](CC1)C1=NN=CN1C)C1CC1 (2R,4S)-1-benzyl-2-cyclopropyl-4-(4-methyl-4H-1,2,4-triazol-3-yl)piperidine